3-amino-5-chloro-N-cyclopropyl-4-methyl-6-[2-(4-methylpiperazin-1-yl)-2-oxoethoxy]thieno[2,3-b]pyridine-2-carboxamide NC1=C(SC2=NC(=C(C(=C21)C)Cl)OCC(=O)N2CCN(CC2)C)C(=O)NC2CC2